C(CCC)[Sn](O[Sn](C(=O)OCCCCCCCCCCCC)(CCCC)CCCC)(C(=O)OCCCCCCCCCCCC)CCCC 1,1,3,3-tetrabutyl-1,3-dilauryloxycarbonyl-distannoxane